FC1=NC=CC(=C1)C=1C=NC(=CC1)[C@H](C)NC=1N=CC2=C(N1)N(C(C=C2)=O)[C@@H](C)C(C)C 2-{[(1S)-1-(2'-fluoro-3,4'-bipyridin-6-yl)ethyl]amino}-8-[(2S)-3-methylbutan-2-yl]pyrido[2,3-d]pyrimidin-7(8H)-one